N1,N1,N2-trimethyl-N2-(3-((4-(4-methylbenzyl)piperazin-1-yl)methyl)-4-(trifluoromethyl)phenyl)ethan-1,2-diamine CN(CCN(C1=CC(=C(C=C1)C(F)(F)F)CN1CCN(CC1)CC1=CC=C(C=C1)C)C)C